1-(4-nitrophenyl)pyrrolidin-2-one [N+](=O)([O-])C1=CC=C(C=C1)N1C(CCC1)=O